1-(6-(2-hydroxy-prop-2-yl)pyridin-2-yl)-1,2-dihydro-3H-pyrazolo[3,4-d]Pyrimidin-3-one hydrochloride Cl.OC(C)(C)C1=CC=CC(=N1)N1NC(C=2C1=NC=NC2)=O